Indium (Iii)-Bismuth [Bi+3].[In+3]